methyl 2,2-dimethylbut-3-ynoate CC(C(=O)OC)(C#C)C